6-bromo-2-(piperidin-4-yl)quinoline BrC=1C=C2C=CC(=NC2=CC1)C1CCNCC1